3-(4-((2-cyclopropylethyl)((1s,4s)-4-(4,4-difluoropiperidin-1-yl)cyclohexyl)amino)-1-oxoisoindolin-2-yl)piperidine-2,6-dione C1(CC1)CCN(C1=C2CN(C(C2=CC=C1)=O)C1C(NC(CC1)=O)=O)C1CCC(CC1)N1CCC(CC1)(F)F